4-(3-(4-(((tert-butoxycarbonyl)(2-(3,4-difluorophenyl)cyclopropyl)amino)methyl)-1H-imidazol-1-yl)propyl)benzoic acid C(C)(C)(C)OC(=O)N(C1C(C1)C1=CC(=C(C=C1)F)F)CC=1N=CN(C1)CCCC1=CC=C(C(=O)O)C=C1